2-trifluoromethyl-oxetane FC(C1OCC1)(F)F